CC1CCN2CCC=C12 methyltetrahydro-1H-pyrrolizin